N-(3-(7-amino-1,6-naphthyridin-3-yl)-4-methylphenyl)-4-(2-cyanoprop-2-yl)picolinamide NC1=NC=C2C=C(C=NC2=C1)C=1C=C(C=CC1C)NC(C1=NC=CC(=C1)C(C)(C)C#N)=O